6-(4-(3,4-Difluorophenyl)-2-methyl-1H-imidazol-5-yl)quinoxaline FC=1C=C(C=CC1F)C=1N=C(NC1C=1C=C2N=CC=NC2=CC1)C